The molecule is an unsaturated fatty acyl-CoA that results from the formal condensation of the thiol group of coenzyme A with the carboxy group of (2E,6Z,9Z,12Z,15Z,18Z)-tetracosahexaenoic acid. It is an unsaturated fatty acyl-CoA and a very long-chain fatty acyl-CoA. It is a conjugate acid of a (2E,6Z,9Z,12Z,15Z,18Z)-tetracosahexaenoyl-CoA(4-). CCCCC/C=C\\C/C=C\\C/C=C\\C/C=C\\C/C=C\\CC/C=C/C(=O)SCCNC(=O)CCNC(=O)[C@@H](C(C)(C)COP(=O)(O)OP(=O)(O)OC[C@@H]1[C@H]([C@H]([C@@H](O1)N2C=NC3=C(N=CN=C32)N)O)OP(=O)(O)O)O